N[C@@H](CC(=O)O)C(=O)[Na] aspartyl-sodium